C(CC)N(CCC=O)CCC 3-(DIPROPYLAMINO)PROPANAL